propyl (2R,3R)-2-(4-hydroxyphenyl)-5-((E)-3-oxo-3-propoxyprop-1-en-1-yl)-2,3-dihydrobenzofuran-3-carboxylate OC1=CC=C(C=C1)[C@@H]1OC2=C([C@H]1C(=O)OCCC)C=C(C=C2)\C=C\C(OCCC)=O